methyl 2-chloro-4-[(4,4-dimethyl-1-oxo-2,3-dihydroisoquinolin-6-yl)amino]pyrimidine-5-carboxylate ClC1=NC=C(C(=N1)NC=1C=C2C(CNC(C2=CC1)=O)(C)C)C(=O)OC